[Zn].O.[Cl] chlorine water zinc